Sodium Propoxyhydroxy-propyl Thiosulfate S(=S)(=O)(OCCC(O)OCCC)[O-].[Na+]